5-((S)-1-(((R)-tert-butylsulfinyl)amino)-1,3-dihydrospiro[indene-2,4'-piperidin]-1'-yl)-6-methylpyrazine-2-thiolate C(C)(C)(C)[S@@](=O)N[C@@H]1C2=CC=CC=C2CC12CCN(CC2)C=2N=CC(=NC2C)[S-]